ClC1=NC=2N(C3=C1CCN3)N=CC2C(=O)O 5-chloro-7,8-dihydro-6H-pyrazolo[1,5-a]pyrrolo[3,2-e]pyrimidine-3-carboxylic acid